NC1=NC=NC(=C1C=CC(=O)OCC)Cl ethyl 3-(4-amino-6-chloro-pyrimidin-5-yl)-acrylate